2-((4-bromophenyl)thio)benzo[d]thiazole BrC1=CC=C(C=C1)SC=1SC2=C(N1)C=CC=C2